CN1N=CC(=C1)C1=CC=C(C=C1)CNC1=NC=NC(=C1)C1=CN=C2N1C=CC(=C2)OCCCN2CCN(CC2)C N-{[4-(1-methyl-1H-pyrazol-4-yl)phenyl]methyl}-6-{7-[3-(4-methylpiperazin-1-yl)propoxy]imidazo[1,2-a]pyridin-3-yl}pyrimidin-4-amine